(2R,4R)-N1-(4-chlorophenyl)-N2-(5-((-)-1-(3-cyanophenyl)-3-cyclopropyl-1-((R)-1,1-dimethylethylsulfinamido)propyl)-2-fluorophenyl)-4-methoxy-N1-methylpyrrolidine-1,2-dicarboxamide ClC1=CC=C(C=C1)N(C(=O)N1[C@H](C[C@H](C1)OC)C(=O)NC1=C(C=CC(=C1)C(CCC1CC1)(N[S@](=O)C(C)(C)C)C1=CC(=CC=C1)C#N)F)C